C1(C(C(C(C(C1O)O)O)O)O)O allo-inositol